C1=CC=CC=2C3=CC=CC=C3C(C12)COC(=O)N[C@](C(=O)O)(CCCN1C(=NC=C1)[N+](=O)[O-])C (S)-2-((((9H-fluoren-9-yl)methoxy)carbonyl)amino)-2-methyl-5-(2-nitro-1H-imidazol-1-yl)pentanoic acid